O=S1(CC(C=C1)NC(=O)C1=CC2=C(NC1=O)C=C(S2)C(=C)C)=O N-(1,1-Dioxido-2,3-dihydrothiophen-3-yl)-5-oxo-2-(prop-1-en-2-yl)-4,5-dihydrothieno[3,2-b]pyridine-6-carboxamide